FC1(CN(C1)C)[C@@](C=1C=C(C=NC1)C#CC(C)(O)C1=NC(=CC=C1)C)(C1=CC=C(C=C1)C(C)C)O 4-{5-[(S)-(3-fluoro-1-methyl-azetidin-3-yl)-hydroxy-(4-isopropyl-phenyl)-methyl]-pyridin-3-yl}-2-(6-methyl-pyridin-2-yl)-but-3-yn-2-ol